N-[(3-fluorophenyl)-methyl]-2-isopropyl-7-(trifluoromethyl)-quinoline-3-carboxylic acid amide FC=1C=C(C=CC1)CNC(=O)C=1C(=NC2=CC(=CC=C2C1)C(F)(F)F)C(C)C